3-[(2-fluoro-3-nitrophenyl)methyl]-7-hydroxychromen-2-one FC1=C(C=CC=C1[N+](=O)[O-])CC=1C(OC2=CC(=CC=C2C1)O)=O